4-benzyl-6-(3,5-dimethylisoxazol-4-yl)-3,4-dihydroquinoxalin-2(1H)-one C(C1=CC=CC=C1)N1CC(NC2=CC=C(C=C12)C=1C(=NOC1C)C)=O